N,N-diMethyl-pyrimidine-2-carboxamide CN(C(=O)C1=NC=CC=N1)C